4-((2R,3S,4S,5S)-3-(3,4-difluoro-2-(methoxy-d3)phenyl)-4,5-dimethyl-5-(trifluoromethyl)tetrahydrofuran-2-carboxamido)picolinamide FC=1C(=C(C=CC1F)[C@H]1[C@@H](O[C@@]([C@H]1C)(C(F)(F)F)C)C(=O)NC1=CC(=NC=C1)C(=O)N)OC([2H])([2H])[2H]